O1C2=C(N=CC1)C=CC=C2 benzo[B][1,4]oxazine